methyl (S)-((3-(3,5-difluoro-4-(2-oxa-7-azaspiro[3.5]nonan-7-yl)phenyl)-2-oxooxazolidin-5-yl)methyl)carbamate FC=1C=C(C=C(C1N1CCC2(COC2)CC1)F)N1C(O[C@H](C1)CNC(OC)=O)=O